C(CCCCCCCCCCC)C(C(=O)[O-])NC.[Na+] sodium laurylmethylaminoacetate